1-(2-chloro-6-methoxy-4-methylphenyl)-N-[(3R)-5,5-dimethyloxolan-3-yl]pyrido[3,4-d]pyridazin-4-amine ClC1=C(C(=CC(=C1)C)OC)C1=C2C(=C(N=N1)N[C@H]1COC(C1)(C)C)C=NC=C2